dimethyl-N-butylamine CN(CCCC)C